F[C@H]1[C@H]([C@@]2(CN[C@]1(C2)C)C)N(C2=CC=C(N=N2)C2=C(C=C(C=C2)N2N=CC=C2)O)C 2-(6-(((1S,4S,5S,6S)-6-fluoro-1,4-dimethyl-2-azabicyclo[2.2.1]heptan-5-yl)(methyl)amino)pyridazin-3-yl)-5-(1H-pyrazol-1-yl)phenol